{4-[(5-methyl-2-furyl)methyl]-2-thienyl}methanone CC1=CC=C(O1)CC=1C=C(SC1)C=O